FC=1C=C2C(=NC1)N(N=C2C#N)C=2SC=CC2F 5-fluoro-1-(3-fluorothiophen-2-yl)-1H-pyrazolo[3,4-b]pyridine-3-carbonitrile